C1=CC=CC=2C=C(C3=C(C21)C=CC=C3)C=3OC=C2C=CC=CC32 dibenzo-phenyl-isobenzofuran